Cl.N(N)CCN(C)C 2-hydrazino-N,N-dimethyl-ethanamine-HCl